FC(OC=1C=C(C=CC1)N1C(N(C2=C1C=C(C(=C2)C(=O)O)F)C(C)C)=O)F 1-(3-(Difluoromethoxy)phenyl)-6-fluoro-3-isopropyl-2-oxo-2,3-dihydro-1H-benzo[d]imidazole-5-carboxylic acid